C(C)(C)(C)N([C@@H](CCC(N(C)OC)=O)C(=O)O)C(=O)OC(C)(C)C.C(CCCCCCCCCCCCCCCCC)(=O)SCCNC(CCNC([C@@H](C(COP(OP(OC[C@@H]1[C@H]([C@H]([C@@H](O1)N1C=NC=2C(N)=NC=NC12)O)OP(=O)(O)O)(=O)O)(=O)O)(C)C)O)=O)=O Stearoyl-CoA tert-butyl-N2-(tert-butoxycarbonyl)-N5-methoxy-N5-methyl-L-glutaminate